2-[[6-amino-4-(1-methylindazol-6-yl)-1-oxo-isoindolin-2-yl]methyl]prop-2-enoic acid NC1=CC(=C2CN(C(C2=C1)=O)CC(C(=O)O)=C)C1=CC=C2C=NN(C2=C1)C